Ethyl (R)-1-(1-aminopropane-2-yl)-5-(trifluoromethyl)-1H-pyrrolo[2,3-b]pyridine-2-carboxylate NC[C@@H](C)N1C(=CC=2C1=NC=C(C2)C(F)(F)F)C(=O)OCC